C(C)(C)(C)C=1C=CC(=C(C1)S(=O)(=O)NC(=O)C1=CC2=CC=CC(=C2C=C1)C=1N=C(NC1)C)OC N-((5-(tert-butyl)-2-methoxyphenyl)sulfonyl)-5-(2-methyl-1H-imidazol-4-yl)-2-naphthamide